6-oleoamido-1,3,5-triazine-2,4-Dithiol C(CCCCCCC\C=C/CCCCCCCC)(=O)NC1=NC(=NC(=N1)S)S